5-(4-(2-(azepine-1-yl)ethoxy)benzyl)-5H-pyrido[4,3-b]indole N1(C=CC=CC=C1)CCOC1=CC=C(CN2C3=C(C=4C=CC=CC24)C=NC=C3)C=C1